C12CNCC(CC1)N2C=2C=C1CN(C(C1=CC2F)=O)C2CNCCC2 3-(5-(3,8-diazabicyclo[3.2.1]octan-8-yl)-6-fluoro-1-oxoisoindoline-2-yl)piperidine